NCC(=O)OCC1=CC=CC=C1 benzyl 2-aminoacetate